(4-(1-methyl-1H-pyrazol-4-yl)-2,3-dihydrothieno[3,4-b]furan-3-yl)carbamic acid tert-butyl ester C(C)(C)(C)OC(NC1C=2C(OC1)=CSC2C=2C=NN(C2)C)=O